BrC=1C=C(C(=NC1)OC)NC1=CC=C(C=N1)N1[C@H](CN(CC1)C1CCN(CC1)C=1C=C2C(N(C(C2=CC1)=O)C1C(NC(CC1)=O)=O)=O)C 5-{4-[(3S)-4-{6-[(5-bromo-2-methoxypyridin-3-yl)amino]pyridin-3-yl}-3-methylpiperazin-1-yl]piperidin-1-yl}-2-(2,6-dioxopiperidin-3-yl)isoindole-1,3-dione